CC=1C=C(C=CC1)C=1N=C2N(C(C1)=O)C=C(C=C2)N2CCNCC2 2-(3-methylphenyl)-7-(piperazin-1-yl)-4H-pyrido[1,2-a]pyrimidin-4-one